2-[1-[4-cyano-2-[4-(4-fluorophenyl)piperazin-1-yl]-6-methyl-8-quinolyl]ethylamino]benzoic acid C(#N)C1=CC(=NC2=C(C=C(C=C12)C)C(C)NC1=C(C(=O)O)C=CC=C1)N1CCN(CC1)C1=CC=C(C=C1)F